(1R,2R)-1-hydroxy-N,N-bis(4-methoxybenzyl)-1-(5-methylpyrimidin-2-yl)propane-2-sulfonamide O[C@@H]([C@@H](C)S(=O)(=O)N(CC1=CC=C(C=C1)OC)CC1=CC=C(C=C1)OC)C1=NC=C(C=N1)C